methyl 4-((7-fluoro-11H-benzo[b]pyrido[3,2-f]azepin-11-yl)methyl)benzoate FC1=CC=CC=2N(C3=C(C=CC21)C=CC=N3)CC3=CC=C(C(=O)OC)C=C3